CC1=CC=C(C=C1)S(=O)(=O)O.CC1=CC=C(C=C1)S(=O)(=O)O.C(C(C)C)[C@H]1[C@@H](C[C@H]2N(CCC3=CC(=C(C=C23)OC)OC)C1)OC(C(C(C)C)N)=O 2-amino-3-methylbutanoic acid (S)-(2R,3R,11bR)-3-isobutyl-9,10-dimethoxy-2,3,4,6,7,11b-hexahydro-1H-pyrido[2,1-a]isoquinolin-2-yl ester bis(4-methylbenzenesulfonate)